8-(1-adamantyloxycarbonyl)-tetracyclo[4.4.0.12,5.17,10]-3-dodecene C12(CC3CC(CC(C1)C3)C2)OC(=O)C2C3C1C4C=CC(C1C(C2)C3)C4